FC=1C=C2C=CNC(C2=C(C1F)NC1=C(C=C(C=C1)I)F)=O 6,7-Difluoro-8-((2-fluoro-4-iodophenyl)amino)isoquinolin-1(2H)-one